6-(imidazo[1,2-a]pyridin-6-yl)quinazoline N=1C=CN2C1C=CC(=C2)C=2C=C1C=NC=NC1=CC2